COC1=C(C(=O)C=2C=C(NC2)C(=O)OC)C=CC=C1 methyl 4-(2-methoxybenzoyl)-1H-pyrrole-2-carboxylate